C(C=C)(=O)N1C[C@@H](N(C[C@H]1C)C=1C2=C(N(C(N1)=O)C1=C(C=CC=C1S(=O)(=O)C)C(C)C)N=C(C(=C2)Cl)C2=C(C=CC=C2O)F)C 4-((2S,5R)-4-acryloyl-2,5-dimethylpiperazin-1-yl)-6-chloro-7-(2-fluoro-6-hydroxyphenyl)-1-(2-isopropyl-6-(methylsulfonyl)phenyl)pyridino[2,3-d]pyrimidin-2(1H)-one